CN1C=NC(=C1CO)C(F)(F)F [3-Methyl-5-(trifluoromethyl)imidazol-4-yl]methanol